[O-]CC.[Tl+] thallium ethoxide